5-(Cyclopenten-1-yl)-N-[4-(6,7-dimethoxyquinolin-4-yl)oxyphenyl]-4-hydroxy-6-methylpyridine-3-carboxamide C1(=CCCC1)C=1C(=C(C=NC1C)C(=O)NC1=CC=C(C=C1)OC1=CC=NC2=CC(=C(C=C12)OC)OC)O